NC(CC(=O)O)CCCC(=O)O beta-aminopimelic acid